ClC1=CN(C2=CC=CC(=C12)CN1C(N(CC[C@@H]1C)C1=CC(=C(C=C1)OC)OCCCCC)=O)CC#N (S)-2-(3-chloro-4-((3-(4-methoxy-3-(pentyloxy)phenyl)-6-methyl-2-oxotetrahydropyrimidin-1(2H)-yl)methyl)-1H-indol-1-yl)acetonitrile